C(C)OC(=O)C1=NN(N=C1)COCC[Si](C)(C)C 2-((2-(trimethylsilyl)ethoxy)methyl)-2H-1,2,3-triazole-4-carboxylic acid ethyl ester